O-methoxyethyl-5-methylcytidine COCCO[C@H]1[C@@H](O[C@@H]([C@H]1O)CO)N1C(=O)N=C(N)C(=C1)C